methyl 6-(2,5-dimethyl-4-((4-phenylpiperazine-1-yl)methyl)thiophene-3-carboxamido)spiro[3.3]heptane-2-carboxylate CC=1SC(=C(C1C(=O)NC1CC2(CC(C2)C(=O)OC)C1)CN1CCN(CC1)C1=CC=CC=C1)C